(R)-Methyl 2-amino-2-phenylpropanoate hydrochloride Cl.N[C@](C(=O)OC)(C)C1=CC=CC=C1